4-Bromo-5-((1-(tert-butoxycarbonyl)piperidin-4-yl)oxy)-2-nitrobenzoic acid BrC1=CC(=C(C(=O)O)C=C1OC1CCN(CC1)C(=O)OC(C)(C)C)[N+](=O)[O-]